ClC1=CC=C(C=C1)C(CC(C(=O)OCC)F)C(C1=CC=CC=C1)=O ethyl 4-(4-chlorophenyl)-2-fluoro-5-oxo-5-phenylpentanoate